OCCSC1=C(C=C(C=C1)N)N 4-(2-hydroxyethylthio)-1,3-phenylenediamine